C(C)(=O)N[C@H](C(=O)N1[C@@H]([C@H]2C([C@H]2C1)(C)C)C(=O)N[C@@H](C[C@H]1C(NCC1)=O)C#N)C (1R,2S,5S)-3-[(2S)-2-acetamidopropanoyl]-N-[(1S)-1-cyano-2-[(3S)-2-oxopyrrolidin-3-yl]ethyl]-6,6-dimethyl-3-azabicyclo[3.1.0]hexane-2-carboxamide